CC1=NC=2C(=NC(=CC2)C2=CC(=NC=C2)N)N1C1=CC=C(C=C1)CN1CCOCC1 4-(2-methyl-3-(4-(morpholinomethyl)phenyl)-3H-imidazo[4,5-b]pyridin-5-yl)pyridin-2-amine